FC=1C(=NC=C(C1)N1N=C2N(C1=O)[C@@H](CC2)C2=CC=CC=C2)OC2=C(N=C(S2)C(=O)N)C (S)-5-((3-fluoro-5-(3-oxo-5-phenyl-6,7-dihydro-3H-pyrrolo[2,1-c][1,2,4]triazol-2(5H)-yl)pyridin-2-yl)oxy)-4-methylthiazole-2-carboxamide